3-phenylbicyclo[1.1.1]pentane-1-carboxylic acid chloride C1(=CC=CC=C1)C12CC(C1)(C2)C(=O)Cl